C1(CC1)C1=NC=NC(=C1C1=NC=C(C(=N1)NCC1=CC=C(C=C1)N1N=C(C=C1C)C(F)(F)F)OC(F)F)OC 4'-Cyclopropyl-5-(difluoromethoxy)-6'-methoxy-N-(4-(5-methyl-3-(trifluoromethyl)-1H-pyrazol-1-yl)benzyl)-[2,5'-bipyrimidin]-4-amine